4-[cis-2,3-dimethyl-4-prop-2-enoyl-piperazin-1-yl]-6-fluoro-7-(2-fluoro-6-hydroxy-phenyl)-1-(2-isopropyl-4-methyl-3-pyridyl)pyrido[2,3-d]pyrimidin-2-one C[C@@H]1N(CCN([C@@H]1C)C(C=C)=O)C=1C2=C(N(C(N1)=O)C=1C(=NC=CC1C)C(C)C)N=C(C(=C2)F)C2=C(C=CC=C2O)F